4-(6-chloro-1H-pyrrolo[2,3-b]pyridin-4-yl)-3-methylmorpholine ClC1=CC(=C2C(=N1)NC=C2)N2C(COCC2)C